BrC=1C=NN2C1C(=CC=C2C#N)Cl 3-Bromo-4-chloropyrazolo[1,5-a]pyridine-7-carbonitrile